2-(11-ethyl-1,7,9-triazatricyclo[6.3.1.04,12]dodeca-2,4(12),5,7-tetraen-2-yl)-7-fluoro-1-methyl-benzimidazole-5-carboxylic acid methyl ester COC(=O)C1=CC2=C(N(C(=N2)C=2N3C(CNC4=NC=CC(C2)=C34)CC)C)C(=C1)F